6-phenylthiazolo[5,4-c]pyridin-2-amine C1(=CC=CC=C1)C1=CC2=C(C=N1)SC(=N2)N